tert-butyl (S)-4-(4-(2-(2-methylazetidin-1-yl)-6,7-dihydro-5H-cyclopenta[d]pyrimidin-4-yl)phenyl)piperazine-1-carboxylate C[C@@H]1N(CC1)C=1N=C(C2=C(N1)CCC2)C2=CC=C(C=C2)N2CCN(CC2)C(=O)OC(C)(C)C